6-(4-(5-(4-chloro-3,5-difluorophenyl)-7,7-dimethyl-6,7-dihydro-5H-pyrrolo[2,3-b]pyrazine-2-carbonyl)-3,3-dimethylpiperazin-1-yl)-2,4-dimethylnicotinic acid ClC1=C(C=C(C=C1F)N1CC(C=2C1=NC=C(N2)C(=O)N2C(CN(CC2)C2=NC(=C(C(=O)O)C(=C2)C)C)(C)C)(C)C)F